2-acetamido-2-(2-nitrobenzyl)malonic acid diethyl ester C(C)OC(C(C(=O)OCC)(CC1=C(C=CC=C1)[N+](=O)[O-])NC(C)=O)=O